C(#N)C1=C(OC=C1)B(O)O (3-cyanofuran-2-yl)boronic acid